C1(CC1)S(=O)(=O)N1N=CC(=C1)C1=NC=CC(=N1)NC1=NC=C(C(=C1)NC1CCC(CC1)CO)C1=NC=C(N=C1)OCCN(C)C ((1s,4s)-4-((2-((2-(1-(Cyclopropylsulfonyl)-1H-pyrazol-4-yl)pyrimidin-4-yl)amino)-5-(5-(2-(dimethylamino)ethoxy)pyrazin-2-yl)pyridin-4-yl)amino)cyclohexyl)methanol